((2S-3R)-5,5-difluoro-3-methyl-2-(((5-(trifluoromethyl)pyrimidin-2-yl)amino)methyl)piperidin-1-yl)(5-methyl-2-(pyrimidin-2-yl)phenyl)methanone FC1(C[C@H]([C@H](N(C1)C(=O)C1=C(C=CC(=C1)C)C1=NC=CC=N1)CNC1=NC=C(C=N1)C(F)(F)F)C)F